O1C(OCC1)CCCCCCCCC(CC(=O)OCC)CCCCCCCCC\C=C/C\C=C/CCCCC ethyl (13Z,16Z)-3-(8-(1,3-dioxolan-2-yl)octyl)docosa-13,16-dienoate